tert-Butyl 3-(2-(dimethylamino)ethyl)-5-(octanoyloxy)-1H-indole-1-carboxylate CN(CCC1=CN(C2=CC=C(C=C12)OC(CCCCCCC)=O)C(=O)OC(C)(C)C)C